ethyl 5-(ethylamino)-2-methyl-1,3-oxazole-4-carboxylate C(C)NC1=C(N=C(O1)C)C(=O)OCC